4-((2R,4r,6S)-2-cyano-7-((5-methoxy-7-methyl-1H-indol-4-yl)methyl)-7-azaspiro[3.5]nonan-6-yl)-N-(piperidin-4-ylmethyl)benzamide C(#N)C1CC2(C1)C[C@H](N(CC2)CC2=C1C=CNC1=C(C=C2OC)C)C2=CC=C(C(=O)NCC1CCNCC1)C=C2